2-((2-ethoxy-4-(4-methyl-4H-1,2,4-triazol-3-yl)phenyl)amino)-4-((2-(methylsulfonyl)ethyl)amino)-7H-pyrrolo[2,3-d]pyrimidine-5-carbonitrile C(C)OC1=C(C=CC(=C1)C1=NN=CN1C)NC=1N=C(C2=C(N1)NC=C2C#N)NCCS(=O)(=O)C